N1=NN=NC2=NN=CC=C12.[NH4+] ammonium hexaazanaphthalene